3-fluoro-4-[[5-(2-fluoro-4-isopropyl-anilino)-4-methyl-3-pyridinyl]methyl]pyridin-2-amine FC=1C(=NC=CC1CC=1C=NC=C(C1C)NC1=C(C=C(C=C1)C(C)C)F)N